FCCCN1C[C@H](CC1)OC1=CC=C(C=C1)C1=C(CCCC2=C1C=CC(=C2)O)C2=CC=NC=C2 5-[4-[(3S)-1-(3-fluoropropyl)pyrrolidin-3-yl]oxyphenyl]-6-(4-pyridyl)-8,9-dihydro-7H-benzo[7]annulen-2-ol